Dimethylsilylene-bis(2,4,5-triisopropyl-indenyl)zirconium dichloride [Cl-].[Cl-].C[Si](=[Zr+2](C1C(=CC2=C(C(=CC=C12)C(C)C)C(C)C)C(C)C)C1C(=CC2=C(C(=CC=C12)C(C)C)C(C)C)C(C)C)C